Ethyl 2-(4-((3-(4-methylthio-phenyl)-2,5-dioxoimidazolin-1-yl)methyl)-2,6-dimethylphenoxy)-2-methylpropionate CSC1=CC=C(C=C1)N1C(N(C(C1)=O)CC1=CC(=C(OC(C(=O)OCC)(C)C)C(=C1)C)C)=O